7-methyl-2-(methylthio)pyrido[2,3-d]pyrimidin-6-ol CC=1C(=CC2=C(N=C(N=C2)SC)N1)O